4-(8-[4-amino-3-(trifluoromethyl)phenyl]-10-[2-(morpholin-4-yl)ethyl]phenoxazin-2-yl)-2-(trifluoromethyl)aniline NC1=C(C=C(C=C1)C1=CC=C2OC=3C=CC(=CC3N(C2=C1)CCN1CCOCC1)C1=CC(=C(N)C=C1)C(F)(F)F)C(F)(F)F